1-ethyl-2-methylpropanolate C(C)C(C(C)C)[O-]